C(#N)C1=C(SC2=C1C(=NC=C2F)C=2C1=C(C=3C=NC(=NC3C2F)S(=O)(=O)CC)COC1)NC(OC(C)(C)C)=O tert-Butyl (3-cyano-4-(3-(ethylsulfonyl)-5-fluoro-7,9-dihydrofuro[3,4-f]quinazolin-6-yl)-7-fluorothieno[3,2-c]pyridin-2-yl)carbamate